CC1=CC=C(C(=O)OC[C@]2(O[C@H](C[C@@H]2OC(C2=CC=C(C=C2)C)=O)N2C3=NC(=NC(=C3N=C2)OC)N)C=C)C=C1 [(2R,3S,5R)-5-(2-amino-6-methoxy-purin-9-yl)-3-(4-methylbenzoyl)oxy-2-vinyl-tetrahydrofuran-2-yl]methyl 4-methylbenzoate